N-{6-ethyl-7-methoxy-1H,2H,3H-cyclopenta[b]quinolin-9-yl}-1-methylpiperidin-4-amine C(C)C=1C(=CC=2C(=C3C(=NC2C1)CCC3)NC3CCN(CC3)C)OC